4-[(2-chloro-6-fluorophenyl)methyl]-3-(diethoxymethyl)-4,5-dihydro-1,2,4-oxadiazol-5-one ClC1=C(C(=CC=C1)F)CN1C(=NOC1=O)C(OCC)OCC